FC=1C=C(C=CC1)N1CCC2=C1N=C(N=C2OCC=2N=NC=CC2)N2CCOCC2 4-(7-(3-fluorophenyl)-4-(pyridazin-3-ylmethoxy)-6,7-dihydro-5H-pyrrolo[2,3-d]pyrimidin-2-yl)morpholine